CC=1NC(=C(CC1OCC)OCC)C 2,6-dimethyl-3,5-bis(Ethoxyl)-1,4-dihydropyridine